tert-butyl (S)-(4-(4-(3-amino-2-methylphenyl)-3-chloropyridin-2-yl)-2-(difluoromethoxy)benzyl)((5-oxopyrrolidin-2-yl)methyl)carbamate NC=1C(=C(C=CC1)C1=C(C(=NC=C1)C1=CC(=C(CN(C(OC(C)(C)C)=O)C[C@H]2NC(CC2)=O)C=C1)OC(F)F)Cl)C